ethyl 2-(3-(6-cyano-5-(methylthio)pyridin-3-yl)-5,5-dimethyl-4-oxo-2-thioxoimidazolidin-1-yl)-2-methylpropanoate C(#N)C1=C(C=C(C=N1)N1C(N(C(C1=O)(C)C)C(C(=O)OCC)(C)C)=S)SC